C(C)S(=O)(=O)N1C[C@H](CCC1)OC=1C=C(C=NC1)C=1C=C2CCC(N(C2=CC1)C)=O 6-[5-((S)-1-Ethanesulfonyl-piperidin-3-yloxy)-pyridin-3-yl]-1-methyl-3,4-dihydro-1H-quinolin-2-one